propyl-2-methoxy-5-furoic acid propyl ester C(CC)OC(=O)C1=CC(=C(O1)OC)CCC